(R)-N-Benzyl-1-[6-(2-cyanopropan-2-yl)[1,3]thiazolo[4,5-b]pyridin-2-yl]pyrrolidin-2-carboxamid C(C1=CC=CC=C1)NC(=O)[C@@H]1N(CCC1)C=1SC=2C(=NC=C(C2)C(C)(C)C#N)N1